2-(3-(7-chloro-6-(2'-methoxy-[1,1'-biphenyl]-4-yl)-2-oxo-1,2-dihydroquinolin-3-yl)phenyl)acetic acid ethyl ester C(C)OC(CC1=CC(=CC=C1)C=1C(NC2=CC(=C(C=C2C1)C1=CC=C(C=C1)C1=C(C=CC=C1)OC)Cl)=O)=O